[Cl-].[Cl-].C(C)C1(C=CC=C1)[Zr+2]C1(C=CC=C1)CC bis(ethylcyclopentadienyl)zirconium(IV) dichloride